Cl.ClC1=C(C=C(N=N1)N[C@H]1CNCCC1)C 6-chloro-5-methyl-N-[(3R)-3-piperidinyl]pyridazin-3-amine hydrochloride